ClC1=C(C=CC=C1)C=1N=C(NC1)CC1=CC(=C(C=C1)Cl)Cl 4-(2-Chlorophenyl)-2-(3,4-dichlorobenzyl)imidazole